C(C)C1=C(C=CC(=C1)N1C[C@H]2CC[C@@H](C1)N2C)NC2=NC=C(C(=N2)NCCCN2C(OCCC2)=O)C#N 2-((2-ethyl-4-((1R,5S)-8-methyl-3,8-diazabicyclo[3.2.1]octan-3-yl)phenyl)amino)-4-((3-(2-oxo-1,3-oxazinan-3-yl)propyl)amino)pyrimidine-5-carbonitrile